FC=1C=C(C=2C3=C(N(C2C1)CC1=CC=C(CP(O)(O)=O)C=C1)C=CC=N3)F (4-((7,9-difluoro-5H-pyrido[3,2-b]indol-5-yl)methyl)benzyl)phosphonic acid